(S)-benzyl 2-(2-((tert-butoxycarbonyl)amino)-3-cyclohexylpropanoyl)hydrazinecarboxylate C(C)(C)(C)OC(=O)N[C@H](C(=O)NNC(=O)OCC1=CC=CC=C1)CC1CCCCC1